BrC1=CC=C(C=C1)[C@H](CO)NC(OC(C)(C)C)=O tert-Butyl N-[(1R)-1-(4-bromophenyl)-2-hydroxyethyl]carbamate